N-[(2R)-1-hydroxy-3-phenylpropan-2-yl]dicarbonimidic diamide OC[C@@H](CC1=CC=CC=C1)NC(OC(N)=N)=N